(4-(4-(4-acetylpiperazin-1-yl)-4-oxobutyl)-1-phenyl-1H-imidazol-2-yl)-3-(1-methyl-1H-pyrazol-4-yl)benzamide C(C)(=O)N1CCN(CC1)C(CCCC=1N=C(N(C1)C1=CC=CC=C1)C1=C(C(=O)N)C=CC=C1C=1C=NN(C1)C)=O